FC1=CC(=C(C=C1C1=NN(C=N1)C1=CC=C(C=C1)F)NC(=O)C=1C=NN2C1C=CC(=C2)OC)C N-[4-Fluoro-5-[1-(4-fluorophenyl)-1,2,4-triazol-3-yl]-2-methylphenyl]-6-methoxypyrazolo[1,5-a]pyridine-3-carboxamide